ClC1=CC=C(C=C1)CNC(=O)NC1=CC=C(C=C1)CC(=O)N1C(CCC1)C {[(4-chlorophenyl)methyl]amino}-N-{4-[2-(2-methylpyrrolidinyl)-2-oxoethyl]phenyl}carboxamide